FC1=C(C=C(C=C1)NC(C)=O)C1=NC=2C=CNC(C2C(=C1)NC1=NC=C(C=C1)N1CCC(CC1)O)=O N-[4-fluoro-3-[4-[[5-(4-hydroxy-1-piperidyl)-2-pyridyl]amino]-5-oxo-6H-1,6-naphthyridin-2-yl]phenyl]acetamide